C(C)(C)(C)OC(=O)N[C@H](C(=O)O)CO (2S)-2-(tert-butoxycarbonylamino)-3-hydroxypropionic acid